2-Ethynyl-N-(2-(2'-(N-methylsulfamoyl)-[1,1'-biphenyl]-4-yl)ethyl)thiazole-4-carboxamide tert-butyl-(S)-(6,7-dihydro-5H-pyrazolo[5,1-b][1,3]oxazin-6-yl)(2-fluoroethyl)carbamate C(C)(C)(C)OC(N(CCF)[C@H]1CN2C(OC1)=CC=N2)=O.C(#C)C=2SC=C(N2)C(=O)NCCC2=CC=C(C=C2)C2=C(C=CC=C2)S(NC)(=O)=O